C(C)N1N=CC=2C=NC(=C(C21)OC)NC2=C(C(=O)NC([2H])([2H])[2H])C=CC(=N2)NC2=NN(C=C2)C ((1-ethyl-7-methoxy-1H-pyrazolo[4,3-c]pyridin-6-yl)amino)-N-(methyl-d3)-6-((1-methyl-1H-pyrazol-3-yl)amino)nicotinamide